C(C)(C)(CC(C)(C)C)C1(CCC(CC1)OOC1CCC(CC1)(C(C)(C)CC(C)(C)C)C(C)(C)CC(C)(C)C)C(C)(C)CC(C)(C)C 4,4-di-tert-octylcyclohexyl peroxide